FC1=CC(=CC2=C1N=C(S2)NC(=O)C2(CCCCC2)C)F N-(4,6-difluoro-1,3-benzothiazol-2-yl)-1-methylcyclohexane-1-carboxamide